3H-Pyrido[4,3,2-de]phthalazin-3-one N1=NC(C=2C=CC=C3C2C1=CC=N3)=O